3-{2-[(1s,4s)-4-{[rel-(6R,7R)-2,2-dioxo-2λ6-thia-1,8-diazaspiro[5.5]undecan-7-yl]methoxy}cyclohexyl]phenoxy}propanoic acid hydrochloride Cl.O=S1(N[C@]2(CCC1)[C@@H](NCCC2)COC2CCC(CC2)C2=C(OCCC(=O)O)C=CC=C2)=O |o1:4,8|